O[C@H]1C[C@@]2([C@@]3(OC(O[C@@H]3C[C@H]2[C@@H]2CCC3=CC(C=C[C@@]3([C@@H]12)C)=O)CCC)C(CNC)=O)C (1S,2S,4R,8S,9S,11S,12S,13R)-11-hydroxy-9,13-dimethyl-8-[2-(methylamino)acetyl]-6-propyl-5,7-dioxapentacyclo[10.8.0.02,9.04,8.013,18]icosa-14,17-dien-16-one